C(C1=CC=CC=C1)N1CCC(CC1)(C(=O)N)C1=CC=C(C=C1)F 1-benzyl-4-(4-fluorophenyl)piperidine-4-carboxamide